2,4-diethyl-10λ4-thioxanthene-9,10-dione C(C)C1=CC=2C(C3=CC=CC=C3S(C2C(=C1)CC)=O)=O